3-acryloxypropyltrimethoxysilaneamine C(C=C)(=O)OCCCN[Si](OC)(OC)OC